4-bromo-3-ethyl-1H-indazole BrC1=C2C(=NNC2=CC=C1)CC